NC1=C(C(=NN1C)C1CC2CC(CC2C1)(O)CS(=O)(=O)C1=CC(=CC=C1)F)C(=O)NC1=CC(=C(C=C1)F)Cl 5-Amino-N-(3-chloro-4-fluorophenyl)-3-(5-(((3-fluorophenyl)sulfonyl)methyl)-5-hydroxyoctahydropentalen-2-yl)-1-methyl-1H-pyrazole-4-carboxamide